N[C@H](C(=O)N[C@H](C(=O)O)CC(C)C)CCC1=NC2=C(N1C1=CC=CC=C1)C=CC(=C2)N(CCCl)CCCl (2S)-2-[[(2S)-2-Amino-4-[5-[bis(2-chloroethyl)amino]-1-phenyl-benzimidazol-2-yl]butanoyl]amino]-4-methyl-pentanoic acid